OC1=C(C=CC(=C1)C(=O)OC1=CC=C(C=C1)I)S(=O)(=O)[O-].C(C)[N+](CC)(CC)CC Tetraethylammonium 2-hydroxy-4-((4-iodophenoxy)carbonyl)benzenesulfonate